6-(1H-indazol-6-yl)-N2-[(4-methylthiazol-2-yl)methyl]-1,3,5-triazine-2,4-diamine N1N=CC2=CC=C(C=C12)C1=NC(=NC(=N1)NCC=1SC=C(N1)C)N